(1R,3S)-3-(3-{[(3-methoxy-1-methyl-1H-pyrazol-5-yl)carbonyl]amino}-1H-pyrazol-5-yl)cyclopentyl [(3ξ)-3-methyltetrahydrofuran-3-yl]carbamate CC1(COCC1)NC(O[C@H]1C[C@H](CC1)C1=CC(=NN1)NC(=O)C1=CC(=NN1C)OC)=O